1-(3,3-DIETHOXYPROPYL)-1H-PYRAZOL-4-YLBORONIC ACID C(C)OC(CCN1N=CC(=C1)B(O)O)OCC